OC1=C(C=C(C=C1)[N+](=O)[O-])N=NC1CN(N=C1C)C1=CC=CC=C1 2,4-dihydro-4-[(2-hydroxy-5-nitrophenyl)azo]-5-methyl-2-phenyl-3H-pyrazol